(R)-6-(5-(1-(3,5-dimethyl-pyridazin-4-yl)ethoxy)-1H-indazol-3-yl)-1'-isopropyl-4H-spiro[benzo[d][1,3]dioxine-2,4'-piperidine] CC=1N=NC=C(C1[C@@H](C)OC=1C=C2C(=NNC2=CC1)C1=CC2=C(OC3(CCN(CC3)C(C)C)OC2)C=C1)C